O[C@H](CC=O)C=1SC=CC1 (R)-3-hydroxy-3-(2-thienyl)-propanal